C(CCC)C(C(=O)OCCC)C(C(=O)OCCC)CCCC dipropyl 2,3-dibutylsuccinate